COC1=C(C=CC=C1)S(=O)(=O)Cl 2-methoxybenzene-1-sulfonyl chloride